((4-(1-(4-fluorophenyl)-1H-pyrrolo[2,3-c]pyridin-3-yl)piperidin-1-yl)methyl)-4-methyl-1H-indole-2-carbonitrile FC1=CC=C(C=C1)N1C=C(C=2C1=CN=CC2)C2CCN(CC2)CN2C(=CC1=C(C=CC=C21)C)C#N